1-[4-(4-benzylpiperidine-1-sulfonyl)phenyl]-3-(pyridin-3-ylmethyl)urea C(C1=CC=CC=C1)C1CCN(CC1)S(=O)(=O)C1=CC=C(C=C1)NC(=O)NCC=1C=NC=CC1